methyl 3-amino-6-chloro-5-(4-iodobenzylamino)pyrazine-2-carboxylate NC=1C(=NC(=C(N1)NCC1=CC=C(C=C1)I)Cl)C(=O)OC